5-fluoropyridine-2-carboxylic acid FC=1C=CC(=NC1)C(=O)O